2-(5-chloro-3-hydroxy-2-(isobutyryloxy)-benzylideneamino)-3-methylbutanoic acid ClC=1C=C(C(=C(C=NC(C(=O)O)C(C)C)C1)OC(C(C)C)=O)O